C(C=C)(=O)N1CC(C1)C(=O)N1CC2(CN(C2)C2=CC=C(C=N2)C=2C=C(C=3N(C2)N=CC3C#N)OC)C1 6-(6-(6-(1-acryloylazetidine-3-carbonyl)-2,6-diazaspiro[3.3]heptan-2-yl)pyridin-3-yl)-4-methoxypyrazolo[1,5-a]pyridine-3-carbonitrile